2-[1-[4-[2-(cyclopentyloxy)-3-pyridyl]-2,6-difluoro-phenyl]-4-piperidyl]acetic acid C1(CCCC1)OC1=NC=CC=C1C1=CC(=C(C(=C1)F)N1CCC(CC1)CC(=O)O)F